C(C1=CC=CC=C1)C=1C=NC(=NC1)N1CCN(CC1)C1=NN2C(C=CC(=C2)C2=CC=NC=C2)=C1 (4-(5-Benzylpyrimidin-2-yl)piperazin-1-yl)-6-(pyridin-4-yl)pyrazolo[1,5-a]pyridine